((S)-1-(2-Chlorophenyl)-2-methylpropoxy)-4-methyl-N-((R,E)-4-(methylsulfonyl)but-3-en-2-yl)pyrimidine-2-carboxamide ClC1=C(C=CC=C1)[C@H](C(C)C)OC=1C(=NC(=NC1)C(=O)N[C@H](C)\C=C\S(=O)(=O)C)C